tris[3-(dimethylamino)propyl]-hexahydro-s-triazine CN(CCCN1CN(CN(C1)CCCN(C)C)CCCN(C)C)C